OC1(CCN(CC1)C(C[C@@H](C)C1=CC=CC=C1)=O)CN1C=NC(=CC1=O)N1CC2(COC2)CC1 (R)-3-((4-hydroxy-1-(3-phenylbutanoyl)piperidin-4-yl)methyl)-6-(2-oxa-6-azaspiro[3.4]octan-6-yl)pyrimidin-4(3H)-one